1-((6-(1-(2,6-dichlorophenyl)azetidin-3-yl)-2,4-dimethylpyridin-3-yl)methyl)piperidine-4-carboxylic acid ClC1=C(C(=CC=C1)Cl)N1CC(C1)C1=CC(=C(C(=N1)C)CN1CCC(CC1)C(=O)O)C